(1-(6-(6-(difluoromethyl)imidazo[1,2-b]pyridazin-3-yl)pyrimidin-4-yl)piperidin-3-yl)methanesulfonamide FC(C=1C=CC=2N(N1)C(=CN2)C2=CC(=NC=N2)N2CC(CCC2)CS(=O)(=O)N)F